N-[3-chloro-4-[4-(piperidine-4-carbonyl)piperazine-1-carbonyl]phenyl]-1-methyl-5-[1-(5-methyl-2-pyridyl)-3-(trifluoromethyl)pyrazol-4-yl]imidazole-2-carboxamide ClC=1C=C(C=CC1C(=O)N1CCN(CC1)C(=O)C1CCNCC1)NC(=O)C=1N(C(=CN1)C=1C(=NN(C1)C1=NC=C(C=C1)C)C(F)(F)F)C